behenylstearyl fumarate C(\C=C\C(=O)[O-])(=O)OCCCCCCCCCCCCCCCCCCCCCCCCCCCCCCCCCCCCCCCC